ClC=1C=CC(=C(C1)N1C(C(N(CC1)[C@H](C(=O)NC=1C=C2C=C(N(C2=CC1)C(=O)OC(C)(C)C)C(=O)OC(C)(C)C)CC1=CC=C(C=C1)NS(NCC)(=O)=O)=O)=O)N1N=NN=C1 di-tert-butyl (S)-5-(2-(4-(5-chloro-2-(1H-tetrazol-1-yl) phenyl)-2,3-dioxopiperazin-1-yl)-3-(4-((N-ethylsulfamoyl) amino) phenyl) propionamido)-1H-indole-1,2-dicarboxylate